BrC=1C=CC=2C3=C(N(C2C1)C)CCN(C3)C(=O)OC(C)(C)C tert-butyl 7-bromo-5-methyl-1,3,4,5-tetrahydro-2H-pyrido[4,3-b]indole-2-carboxylate